ClC1=C(C2=C(N=CO[C@@]23CN(CCC3)C(=O)C3=CN=C(N3)[C@@H](O)C3=CC=C(C=C3)F)C=C1)F (R)-6-Chloro-5-fluoro-1'-(2-((S)-(4-fluorophenyl)(hydroxy)methyl)-1H-imidazole-5-carbonyl)spiro[benzo[d][1,3]oxazine-4,3'-piperidin]